4-iodo-5-((8-methyl-8-azabicyclo[3.2.1]octan-3-yl)amino)furo[2,3-c]pyridine-2-carbonitrile IC1=C2C(=CN=C1NC1CC3CCC(C1)N3C)OC(=C2)C#N